2-butyl-7-ferrocenyl-1H-inden C(CCC)C=1CC2=C(C=CC=C2C1)[C-]1C=CC=C1.[CH-]1C=CC=C1.[Fe+2]